O=C1NC(CCC1OC1=CC=C(C(=O)N2CCC(CC2)C(=O)N2CCC(CC2)C=2N=C3N(C=C(C(=C3)OC(C)C)NC(=O)C3=NC(=CC=C3)C(F)(F)F)C2)C=C1)=O N-[2-[1-[1-[4-[(2,6-dioxo-3-piperidyl)oxy]benzoyl]piperidine-4-carbonyl]-4-piperidyl]-7-isopropoxy-imidazo[1,2-a]pyridin-6-yl]-6-(trifluoromethyl)pyridine-2-carboxamide